(3R)-6-(7,7-difluoro-2-((2S,3R)-3-hydroxy-2-methylazetidin-1-yl)-6,7-dihydro-5H-cyclopenta[d]pyrimidin-4-yl)-6'-methyl-2H-spiro[benzofuran-3,3'-morpholin]-5'-one FC1(CCC2=C1N=C(N=C2C2=CC1=C(C=C2)[C@]2(NC(C(OC2)C)=O)CO1)N1[C@H]([C@@H](C1)O)C)F